CN(C(C)C1=CC=CC=C1)C dimethyl-1-phenyl-ethylamine